[Si](C)(C)(C(C)(C)C)N[C@H](C(=O)O)[C@H](\C=C\[Si](C)(C)C(C)(C)C)C (2s,3s,e)-2-((tert-butyldimethylsilyl)amino)-5-(tert-butyldimethylsilyl)-3-methylpent-4-enoic acid